N-[2-[4-(hydroxymethyl)cyclohexyl]-5-(1-hydroxy-1-methyl-ethyl)-1,3-benzothiazol-6-yl]pyrazine-2-carboxamide OCC1CCC(CC1)C=1SC2=C(N1)C=C(C(=C2)NC(=O)C2=NC=CN=C2)C(C)(C)O